1-[4-(2-hydroxyethoxy)phenyl]-2-hydroxymethylpropan-1-one OCCOC1=CC=C(C=C1)C(C(C)CO)=O